3-(Pyridin-3-yl)cyclopent-2-en-1-one N1=CC(=CC=C1)C1=CC(CC1)=O